2-((1S,3s)-3-(6-bromo-1-((R)-2-(2-methoxyphenyl)-2-((tetrahydro-2H-pyran-4-yl)oxy)ethyl)-5-methyl-2,4-dioxo-1,2-dihydrothieno[2,3-d]pyrimidine-3(4H)-yl)cyclobutyl)ethyl acetate C(C)(=O)OCCC1CC(C1)N1C(N(C2=C(C1=O)C(=C(S2)Br)C)C[C@H](OC2CCOCC2)C2=C(C=CC=C2)OC)=O